BrC=1C=C(C(=NC1)F)C(C(F)(F)F)=O 1-(5-bromo-2-fluoropyridin-3-yl)-2,2,2-trifluoroethan-1-one